5-methylhexahydropyrrolo[3,4-d]imidazole CN1CC2NCNC2C1